2-(4-cyclopropyl-6-methoxypyrimidin-5-yl)-9-(4-(1-isopropyl-4-(trifluoromethyl)-1H-imidazol-2-yl)benzyl)-9H-pyrido[2',3':4,5]pyrrolo[2,3-d]pyrimidine C1(CC1)C1=NC=NC(=C1C=1N=CC2=C(N1)N(C1=C2N=CC=C1)CC1=CC=C(C=C1)C=1N(C=C(N1)C(F)(F)F)C(C)C)OC